sodium nitrate, nitrate salt [N+](=O)([O-])[O-].[N+](=O)(O)[O-].[Na+]